6-[(3S)-3-(cyanomethyl)piperazin-1-yl]-N-(3-methoxy-1-naphthyl)-2-[(2-methylpyrazol-3-yl)methoxy]pyrimidine-4-carboxamide C(#N)C[C@H]1CN(CCN1)C1=CC(=NC(=N1)OCC=1N(N=CC1)C)C(=O)NC1=CC(=CC2=CC=CC=C12)OC